C(#N)C=1C=C(C=CC1)N1N=C(C=C1C(=O)NC1=C(C=CC(=C1)C(CCC1CC1)(C=1C=NC=CC1)O)F)C(F)(F)F 1-(3-cyanophenyl)-N-(5-(3-cyclopropyl-1-hydroxy-1-(pyridin-3-yl)propyl)-2-fluorophenyl)-3-(trifluoromethyl)-1H-pyrazole-5-carboxamide